3-(benzyloxy)-2,6-difluorobenzoic acid C(C1=CC=CC=C1)OC=1C(=C(C(=O)O)C(=CC1)F)F